decylEthyl acetate C(C)(=O)OC(C)CCCCCCCCCC